NC=1C=C2CC(N(C2=CC1)C)=O 5-amino-1-methyl-2-oxoindoline